COC(C1=C(C(=CC=C1)OCC)/N=C/N(C)C)=O 2-[(E)-dimethylaminomethyleneamino]-3-ethoxy-benzoic acid methyl ester